4-(5-(3-aminoprop-1-yn-1-yl)thiophen-2-yl)but-3-yn-1-amine NCC#CC1=CC=C(S1)C#CCCN